C(C)(=O)N1[C@@H](CC(C1)O)CO acetyl-4-hydroxyprolinol